C1(CC1)C=1C=NC=CC1C=1C(=NN2C1C=NCC2)C2=CC=C(C=C2)C(F)(F)F 3-(3-cyclopropylpyridin-4-yl)-2-[4-(trifluoromethyl)phenyl]-6,7-dihydropyrazolo[1,5-a]pyrazin